phosphorus compound with phosphate P(=O)([O-])([O-])[O-].[P+3]